6,7-dimethyl-2-((2S)-2-(2-methyl-4-pyridinyl)-4-morpholinyl)-4-(3,3,3-trifluoropropyl)pteridine tert-butyl-3-(3-(trifluoromethoxy)phenyl)pyrrolidine-1-carboxylate C(C)(C)(C)OC(=O)N1CC(CC1)C1=CC(=CC=C1)OC(F)(F)F.CC=1N=C2C(=NC(=NC2=NC1C)N1C[C@@H](OCC1)C1=CC(=NC=C1)C)CCC(F)(F)F